(4-((2-amino-3-chloropyridin-4-yl)oxy)-2-fluorophenyl)-1-(3-fluoropyridin-2-yl)-5-(trifluoromethyl)-1H-pyrazole-4-carboxamide NC1=NC=CC(=C1Cl)OC1=CC(=C(C=C1)C1=NN(C(=C1C(=O)N)C(F)(F)F)C1=NC=CC=C1F)F